C1(CC1)C=1C=C(C=2N(C1)C=C(N2)CN2C(C1=CC=CC=C1C2=O)=O)S(=O)(=O)C 2-((6-cyclopropyl-8-(methylsulfonyl)imidazo[1,2-a]pyridin-2-yl)methyl)isoindoline-1,3-dione